(1R,2R)-2-fluoro-N-(5-(4-methyl-6-propionylpyridin-3-yl)imidazo[5,1-a][2,6]naphthyridin-9-yl)cyclopropane-1-carboxamide F[C@H]1[C@H](C1)C(=O)NC1=NC=C2C=C(N3C(C2=C1)=CN=C3)C=3C=NC(=CC3C)C(CC)=O